methyl beta-aminopropionate hydrochloride Cl.NCCC(=O)OC